C(C1=CC=CC=C1)N1C[C@@H](N(CC1)C1=CC=C(C=C1)OC)C(=O)OCC |r| (+/-)-ethyl 4-benzyl-1-(4-methoxyphenyl)piperazine-2-carboxylate